(S)-N-((R)-1-(3-Chloro-2-(trifluoromethyl)pyridin-4-yl)pent-4-en-1-yl)-2-methylpropane-2-sulfinamide ClC=1C(=NC=CC1[C@@H](CCC=C)N[S@@](=O)C(C)(C)C)C(F)(F)F